(2-methoxypyridin-4-yl)-N-(4-(methylsulfonyl)-3-(trifluoromethyl)phenyl)thiazol-2-amine COC1=NC=CC(=C1)C=1N=C(SC1)NC1=CC(=C(C=C1)S(=O)(=O)C)C(F)(F)F